N1CC(CC1)C1=NC2=CC=CC=C2C(N1)=O 2-(pyrrolidin-3-yl)quinazolin-4(3H)-one